tert-butyl 4-hydroxy-4-((propylamino)methyl)piperidine-1-carboxylate OC1(CCN(CC1)C(=O)OC(C)(C)C)CNCCC